CC1=CC=C(CNC(CN2N=C(C(=C2)C2=CC=NC3=CC=CC=C23)C2=NC=CC=C2)=O)C=C1 N-(4-methylbenzyl)-2-(3-(pyridin-2-yl)-4-(quinolin-4-yl)-1H-pyrazol-1-yl)acetamide